CC1=CC=C2C(N=C(O2)C=2C=CC=C3C=C(N=CC23)C=2C=NN(C2)C)=C1C(=O)N methyl-2-(3-(1-methyl-1H-pyrazol-4-yl)isoquinolin-8-yl)benzo[d]oxazole-4-carboxamide